ClC=1C=C2C=C(C(NC2=CC1)=O)C=1N=NN(C1)C1=CC=C(C=C1)C(=O)N1CC(CC1)N1CCC(CC1)O 6-chloro-3-(1-{4-[3-(4-hydroxy-piperidin-1-yl)-pyrrolidine-1-carbonyl]-phenyl}-1H-[1,2,3]triazol-4-yl)-1H-quinolin-2-one